5-hexenedione CC(C(CC=C)=O)=O